3-(1,4-dimethyl-1H-benzo[d][1,2,3]triazol-5-yl)propanoic acid CN1N=NC2=C1C=CC(=C2C)CCC(=O)O